(R)-2-(((3-butyl-7-methoxy-3-methyl-1,1-dioxido-5-phenyl-2,3,4,5-tetrahydro-1,5-benzothiazepin-8-yl)methyl)thio)-2-methylpropanoic acid C(CCC)[C@]1(CS(C2=C(N(C1)C1=CC=CC=C1)C=C(C(=C2)CSC(C(=O)O)(C)C)OC)(=O)=O)C